3-(((4-(methoxycarbonyl)pyridin-2-yl)methyl)amino)propionic acid COC(=O)C1=CC(=NC=C1)CNCCC(=O)O